[Si](C1=CC=CC=C1)(C1=CC=CC=C1)(C(C)(C)C)OCC(CC(C(=O)C1=NN(C2=C1CN([C@@H](C2)C)C(=O)OC(C)(C)C)C(=O)OC(C)(C)C)C(=O)OCC)=C Di-tert-butyl (6R)-3-[4-({[tert-butyl(diphenyl)silyl]oxy}methyl)-2-(ethoxycarbonyl)pent-4-enoyl]-6-methyl-6,7-dihydro-1H-pyrazolo[4,3-c]pyridine-1,5(4H)-dicarboxylate